[N+](=O)([O-])C=1C=C(CN2CCOCC2)C=CC1 4-(3-Nitrobenzyl)morpholine